5-chloro-4-((2-(isopropylsulfonyl)phenyl)amino)pyrimidin ClC=1C(=NC=NC1)NC1=C(C=CC=C1)S(=O)(=O)C(C)C